FC1=NC=C(C=C1CON1C(C2=CC=CC=C2C1=O)=O)OC 2-((2-fluoro-5-methoxypyridin-3-yl)methoxy)isoindoline-1,3-dione